[Au]=O.[Au] gold-gold oxide